CN1N=C2C(NC(C(=C2N[C@@H](C)C=2N=CSC2)C2=NC3=C(N2)C=C(C=C3)N3CCOCC3)=O)=C1 (S)-2-methyl-6-(6-morpholino-1H-benzo[d]imidazol-2-yl)-7-((1-(thiazol-4-yl)ethyl)amino)-2H-pyrazolo[4,3-b]pyridin-5(4H)-one